C(C1=CC=CC=C1)OC(=O)N[C@@H](CCCCNC(CCCCC(=O)NCCO[C@@H]1[C@@H](O)[C@@H](O[C@@H]2[C@@H](O)[C@@H](O)[C@H](O)[C@H](O2)CO)[C@H](O)[C@H](O1)CO[C@@H]1[C@@H](O)[C@@H](O)[C@H](O)[C@H](O1)CO)=O)C(=O)O N2-[(benzyloxy)carbonyl]-N6-(6-{[2-({α-D-mannopyranosyl-(1→3)-[α-D-mannopyranosyl-(1→6)]-α-D-mannopyranosyl}oxy)ethyl]amino}-6-oxohexanoyl)-L-lysine